ClC1=C(C=CC=C1)N1C(N=C(C2=C1N=C(C=C2)C(F)(F)F)NCCCO)=O 1-(2-chlorophenyl)-4-[(3-hydroxy-propyl)amino]-7-(trifluoromethyl)-pyrido[2,3-d]pyrimidin-2(1H)-one